3-cyano-2H-indazol-1-oxide C(#N)C=1N[N+](=C2C=CC=CC12)[O-]